(R)-4-chloro-5-(3-((4-(1,3,5-trimethyl-1H-pyrazol-4-yl)pyridin-2-yl)oxy)pyrrolidin-1-yl)pyridazin-3(2H)-one ClC=1C(NN=CC1N1C[C@@H](CC1)OC1=NC=CC(=C1)C=1C(=NN(C1C)C)C)=O